Bis-(4-Mercaptophenyl) sulfide SC1=CC=C(C=C1)SC1=CC=C(C=C1)S